2-{[(3R,6R)-1-{[6-methoxy-2-(2H-1,2,3-triazol-2-yl)pyridin-3-yl]carbonyl}-6-methylpiperidin-3-yl]oxy}pyridine-4-carbonitrile COC1=CC=C(C(=N1)N1N=CC=N1)C(=O)N1C[C@@H](CC[C@H]1C)OC1=NC=CC(=C1)C#N